3-(azetidin-3-yl)-5,7-difluoro-2-(4-fluorophenyl)-1H-indole N1CC(C1)C1=C(NC2=C(C=C(C=C12)F)F)C1=CC=C(C=C1)F